N-Cyclopropylsulfonyl-6-[3-(2,2-dimethylpropoxy)pyrazol-1-yl]-2-[(4S)-2,2,4-trimethylpyrrolidin-1-yl]pyridin-3-carboxamid C1(CC1)S(=O)(=O)NC(=O)C=1C(=NC(=CC1)N1N=C(C=C1)OCC(C)(C)C)N1C(C[C@@H](C1)C)(C)C